picolinoyl-iridium (III) N1=C(C=CC=C1)C(=O)[Ir+2]